C(C)(C)(C)N(C(=O)OC[C@H](CC1=CC=C(C=C1)OCC1=CC=CC=C1)O[Si](C)(C)C(C)(C)C)[C@@H]1C[C@H](CC1)NC(C1=CC(=CC(=C1)F)Cl)=O (S)-3-(4-(phenylmethyloxy)phenyl)-2-((tert-butyldimethylsilyl)oxy)propan-1-ol tert-butyl-((1S,3S)-3-(3-chloro-5-fluorobenzamido)cyclopentyl)carbamate